C(C)C1N(C(CC12CCN(CC2)C(=O)OC(C)(C)C)=O)C2=NC=CC(=C2)C(F)(F)F tert-butyl 1-ethyl-3-oxo-2-(4-(trifluoromethyl)pyridin-2-yl)-2,8-diazaspiro[4.5]decane-8-carboxylate